(S)-β-cyclohexylalanine C1(CCCCC1)C[C@H](N)C(=O)O